COC1=C(C=CC(=C1)C(F)(F)F)C1=NN=C2N(CCN3N=CC1=C32)[C@H]3CN(CCC3)C (R)-8-(2-methoxy-4-(trifluoromethyl)phenyl)-5-(1-methylpiperidin-3-yl)-4,5-dihydro-3H-2,2a,5,6,7-pentaazaacenaphthylene